ethyl 4-(3-(trifluoromethyl)picolinoyl)-1H-pyrrole-2-carboxylate FC(C=1C(=NC=CC1)C(=O)C=1C=C(NC1)C(=O)OCC)(F)F